N4-[(2H-1,3-benzodioxol-5-yl)methyl]-6-(3-methoxyphenyl)pyrimidine-2,4-diamine O1COC2=C1C=CC(=C2)CNC2=NC(=NC(=C2)C2=CC(=CC=C2)OC)N